C1(CCCC1)SC=1C=C(C(=O)N2CC3(C4=CC(=CC=C24)NS(=O)(=O)C)CCCCC3)C=CC1 N-(1'-(3-(cyclopentylthio)benzoyl)spiro[cyclohexane-1,3'-indolin]-5'-yl)methanesulfonamide